FC1=C(C=CC=C1)N1C(N(C(=C1C)C(=O)N)C)=O 1-(2-fluorophenyl)-3,5-dimethyl-2-oxo-2,3-dihydro-1H-imidazole-4-carboxamide